ClC=1C=NN(C1C(NC1=NC=C(C=C1C)C#CC1=CC=CC=C1)=O)CC1CCN(CC1)C(=O)OC(C)(C)C tert-butyl 4-((4-chloro-5-((3-methyl-5-(phenylethynyl)pyridin-2-yl)carbamoyl)-1H-pyrazol-1-yl)methyl)piperidine-1-carboxylate